FC1=NC=CC=C1[C@@H](C)OC(=O)NC1=C(N=NN1C)C1=NC=C(C(=O)O)C=C1 (R)-6-(5-(((1-(2-fluoropyridin-3-yl)ethoxy)carbonyl)amino)-1-methyl-1H-1,2,3-triazol-4-yl)nicotinic acid